benzyl 1,1-dichloro-6-(4-(methoxycarbonyl)phenyl)-2-oxo-7-azaspiro[3.5]nonane-7-carboxylate ClC1(C(CC12CC(N(CC2)C(=O)OCC2=CC=CC=C2)C2=CC=C(C=C2)C(=O)OC)=O)Cl